2-[4-(1-bicyclo[3.1.0]hexanyl)-5-chloro-2-methyl-phenyl]-4,4,5,5-tetramethyl-1,3,2-dioxaborolane C12(CCCC2C1)C1=CC(=C(C=C1Cl)B1OC(C(O1)(C)C)(C)C)C